tetracene-5,12-dione C1=CC=CC=2C(C3=CC4=CC=CC=C4C=C3C(C12)=O)=O